Cl.N1=CC=C(C=C1)CC#N 2-(pyridin-4-yl)acetonitrile hydrochloride